N-(4-chlorophenyl)-2-((4-(2,8-dimethyl-4-oxoquinazolin-3(4H)-yl)phenyl)thio)acetamide ClC1=CC=C(C=C1)NC(CSC1=CC=C(C=C1)N1C(=NC2=C(C=CC=C2C1=O)C)C)=O